(trans-2-hydroxycyclohexyl)-5-methyl-6-(4-(2-methylpyridin-4-yl)benzyl)isoindolin-1-one O[C@H]1[C@@H](CCCC1)N1C(C2=CC(=C(C=C2C1)C)CC1=CC=C(C=C1)C1=CC(=NC=C1)C)=O